CN1N(C2=NC(=NC=C2C1=O)NC1=CC=C(C=C1)N1CCN(CC1)C=1NC2=C(N1)C=CC=C2C(=O)N)C2=NC=CC=C2 2-[4-[4-[[2-methyl-3-oxo-1-(2-pyridyl)pyrazolo[3,4-d]pyrimidin-6-yl]amino]phenyl]piperazin-1-yl]-3H-benzimidazole-4-carboxamide